N-(1-(2,6-Dimethoxyphenyl)-2-(6-ethoxypyridin-2-yl)-1H-imidazo[4,5-b]pyrazin-5-yl)cyclopropanesulfonamide COC1=C(C(=CC=C1)OC)N1C(=NC=2C1=NC=C(N2)NS(=O)(=O)C2CC2)C2=NC(=CC=C2)OCC